(5S,7S)-2-[(S)-cyclopropyl(fluoro)methyl]-7-fluoro-5-phenyl-6,7-dihydro-5H-pyrrolo[1,2-b][1,2,4]triazole C1(CC1)[C@@H](C=1N=C2N(N1)[C@@H](C[C@@H]2F)C2=CC=CC=C2)F